C(C)(=O)O.C(C1=CC=CC=C1)C1=NC(=C(C2=CC=C(C=C12)OC1=CC=CC=C1)O)C(=O)N benzyl-(4-hydroxy-7-phenoxyisoquinoline-3-carboxamide) acetate